C(C)(C)(C)OC(=O)N1C(C(C1)C)[C@](C=1C=NC=C(C1)C=1NC(=CC1)C1CCOCC1)(C1=CC=C(C=C1)C(C)C)O ((R)-hydroxy-(4-isopropyl-phenyl)-{5-[5-(tetrahydro-pyran-4-yl)-Azol-2-yl]-pyridin-3-yl}-methyl)-3-methyl-azetidine-1-carboxylic acid tert-butyl ester